(3R)-3-(4-Chlorophenyl)-2-[(5-chloropyrimidin-2-yl)methyl]-4-fluoro-6-[(1R)-1-hydroxy-1-(1-methylpiperidin-4-yl)propyl]-3-methoxy-2,3-dihydro-1H-isoindol-1-on ClC1=CC=C(C=C1)[C@@]1(N(C(C2=CC(=CC(=C12)F)[C@@](CC)(C1CCN(CC1)C)O)=O)CC1=NC=C(C=N1)Cl)OC